3-hydroxybut-2-yl 4-methylbenzenesulfonate CC1=CC=C(C=C1)S(=O)(=O)OC(C)C(C)O